CC1=COC2=C(C=C(C=C2C1=O)C)C(C)OC1=C(C=CC=C1)B1OC(C(O1)(C)C)(C)C 3,6-dimethyl-8-[1-[2-(4,4,5,5-tetramethyl-1,3,2-dioxaborolan-2-yl)phenoxy]ethyl]chromen-4-one